BrC=1C=CC=C2C(=CNC12)C1=NC(=NC=C1C(F)(F)F)NC1CC2(CN(C2)C(=O)OC(C)(C)C)C1 tert-butyl 6-((4-(7-bromo-1H-indol-3-yl)-5-(trifluoromethyl) pyrimidin-2-yl) amino)-2-azaspiro[3.3]heptane-2-carboxylate